2-(2-hydroxyphenyl)thiazole OC1=C(C=CC=C1)C=1SC=CN1